2-(1-cyclopropyl-2-hydroxy-2-methylpropyl)-4-hydroxy-7-(4-(1-methyl-1H-pyrazol-4-yl)phenyl)isoindolin-1-one C1(CC1)C(C(C)(C)O)N1C(C2=C(C=CC(=C2C1)O)C1=CC=C(C=C1)C=1C=NN(C1)C)=O